OC1=CC=CC2=C1SC=1N=CNC(C12)=O 8-hydroxybenzo[4,5]thieno[2,3-d]pyrimidin-4(3H)-one